FC1=C(C=CC(=C1)S(=O)(=O)C)N(C1=NC(=C(C(=N1)N(C1=NN(C(=C1)C)CC1=CC=C(C=C1)OC)CC1=CC=C(C=C1)OC)OC)C=1C=NN(C1)C)C N2-(2-fluoro-4-(methylsulfonyl)phenyl)-5-methoxy-N4-(4-methoxybenzyl)-N4-(1-(4-methoxybenzyl)-5-methyl-1H-pyrazol-3-yl)-N2-methyl-6-(1-methyl-1H-pyrazol-4-yl)pyrimidine-2,4-diamine